(3α,5β,6α,7α)-6-ethyl-3,7-dihydroxy-22-cholen-24-oic acid ethyl ester C(C)OC(C=C[C@@H](C)[C@H]1CC[C@H]2[C@@H]3[C@@H]([C@@H]([C@@H]4C[C@@H](CC[C@]4(C)[C@H]3CC[C@]12C)O)CC)O)=O